C1(=C(C=CC=C1)C1=NNC(=C1)N)C 3-(o-Tolyl)-5-pyrazolylamine